O=C1NC(CCC1N1C(C2=CC=C(C=C2C1=O)N1CCN(CC1)CC1CCN(CC1)CCC1CCN(CC1)C1=NC=C(C=C1)C=1C=CC=2C3=C(N(C2C1)C)C=CN=C3)=O)=O 2-(2,6-dioxopiperidin-3-yl)-5-(4-((1-(2-(1-(5-(5-methyl-5H-pyrido[4,3-b]indol-7-yl)pyridin-2-yl)piperidin-4-yl)ethyl)piperidin-4-yl)methyl)piperazin-1-yl)isoindoline-1,3-dione